F[P-](F)(F)(F)(F)F.C1(=CC=CC=C1)SC1=CC=C(C=C1)[S+](C1=CC=CC=C1)C1=CC=CC=C1 4-(phenylthio)phenyl-diphenylsulfonium hexafluorophosphate